P(=O)(OC(=O)O)([O-])[O-] carboxyl phosphate